3-allyl-8-fluoro-5-phenyl-1-oxa-5-azaspiro[5.5]undec-7,10-diene-4,9-dione C(C=C)C1COC2(N(C1=O)C1=CC=CC=C1)C=C(C(C=C2)=O)F